4-(3-Chloroanilino)-2'-{3-[(3-methylpyridin-4-yl)oxy]propyl}-2',3'-dihydrospiro[cyclohexane-1,1'-indene]-4-carboxylic acid ClC=1C=C(NC2(CCC3(C(CC4=CC=CC=C34)CCCOC3=C(C=NC=C3)C)CC2)C(=O)O)C=CC1